OC1=C(C=C(C(=C1)O)C(C)C)C1=C(CN(O1)CC)C1=CC=C(C=C1)CN1CCOCC1 5-(2,4-dihydroxy-5-isopropylphenyl)-N-ethyl-4-(4-(morpholinomethyl)phenyl)isoxazole